bisalanyl-phosphine N[C@@H](C)C(=O)PC([C@@H](N)C)=O